5-(1-ethoxyvinyl)-2-((2-(trimethylsilyl)ethoxy)methyl)pyridazin-3(2H)-one C(C)OC(=C)C1=CC(N(N=C1)COCC[Si](C)(C)C)=O